C(C1=CC=CC=C1)OC=1C=C(C2=CC=CC=C2C1)N1CC=2N=C(N=C(C2CC1)C1=CC2CCC(C1)N2C(=O)OC(C)(C)C)OC[C@H]2N(CCC2)C tert-butyl 3-(7-(3-(benzyloxy) naphthalen-1-yl)-2-(((S)-1-methylpyrrolidin-2-yl) methoxy)-5,6,7,8-tetrahydropyrido[3,4-d]pyrimidin-4-yl)-8-azabicyclo[3.2.1]oct-2-ene-8-carboxylate